1-(pyridazin-3-yl)ethan-1-one N1=NC(=CC=C1)C(C)=O